6-fluoro-7-(8-methyl-2,3-dihydro-1H-pyrido[2,3-b][1,4]oxazin-7-yl)-N~2~-(6-methyl-5,6,7,8-tetrahydro-2,6-naphthyridin-3-yl)quinazoline-2,5-diamine FC1=C(C=2C=NC(=NC2C=C1C1=C(C2=C(OCCN2)N=C1)C)NC=1N=CC=2CCN(CC2C1)C)N